CC1=C(C=NN1)C1=CC2=C(N=C(S2)NC2=NC=CC(=C2)N2CCNCC2)C=C1 6-(5-methyl-1H-pyrazol-4-yl)-N-(4-(piperazin-1-yl)pyridin-2-yl)benzo[d]-thiazol-2-amine